NC=1N=C(SC1C(=O)C1=CC(=NO1)C(=O)NC(CF)CF)N(C1=CC=C(C=C1)F)[C@@H](C(=O)N)C |r| rac-5-[4-amino-2-(N-(2-amino-1-methyl-2-oxoethyl)-4-fluoro-anilino)thiazole-5-carbonyl]-N-[2-fluoro-1-(fluoromethyl)ethyl]isoxazole-3-carboxamide